OC(C#C\C(=C/C=O)\C1=CC=CC=C1)(C#CC1=CC=C(C=C1)OC)C1=CC=CC=C1 (Z)-6-hydroxy-8-(4-methoxyphenyl)-3,6-diphenyloct-2-ene-4,7-diyne-1-al